4-(4-aminophenoxy)-2-methylaniline NC1=CC=C(OC2=CC(=C(N)C=C2)C)C=C1